C(=O)(OCC1C2=CC=CC=C2C2=CC=CC=C12)NCCC(=O)O N-FMOCβ-alanine